COC1=CC=CC=C1NC(=S)NN N-(2-methoxyphenyl)hydrazinecarbothioamide